5-(2-fluoro-4-trimethylsilylanilino)-2-(hydroxymethyl)pyridine-4-carboxylate FC1=C(NC=2C(=CC(=NC2)CO)C(=O)[O-])C=CC(=C1)[Si](C)(C)C